1-(p-toluenesulfonyl)-2,5-dihydropyrrole CC1=CC=C(C=C1)S(=O)(=O)N1CC=CC1